5-chloro-3-methoxy-2-(3-methyl-1,2-thiazol-5-yl)pyrazine ClC=1N=C(C(=NC1)C1=CC(=NS1)C)OC